(R)-4-chloro-2-methyl-N-(2-methyl-4-(N-(1-(piperidin-4-yl)ethyl)sulfamoyl)phenyl)benzamide ClC1=CC(=C(C(=O)NC2=C(C=C(C=C2)S(N[C@H](C)C2CCNCC2)(=O)=O)C)C=C1)C